BrC=1C=NC(=C(C(=O)O)C1)C(NC1CCN(CC1)S(=O)(=O)C)=O 5-bromo-2-((1-(methylsulfonyl)piperidin-4-yl)carbamoyl)nicotinic acid